COC(C1=C(C=C(C(=C1)C#N)Cl)Br)=O 2-Bromo-4-chloro-5-cyanobenzoic acid methyl ester